(4-ethynyl-2,6-dimethylphenyl)methanol C(#C)C1=CC(=C(C(=C1)C)CO)C